2-((4-cyano-2-((2-fluoro-4-iodophenyl)amino)benzoylamino)oxy)acetyl chloride C(#N)C1=CC(=C(C(=O)NOCC(=O)Cl)C=C1)NC1=C(C=C(C=C1)I)F